C(C1=CN=CC=C1)(=O)OC1=C(C(=CC(=C1)Cl)C=NC(C(=O)OC)CC1=CC=C(C=C1)O)O 5-chloro-2-hydroxy-3-((3-(4-hydroxyphenyl)-1-methoxy-1-oxopropan-2-ylimino)methyl)-phenyl nicotinate